N-(3-(6-(tert-butylsulfonyl)-7-methoxyimidazo[1,2-a]pyridin-3-yl)-5-sulfamoylphenyl)-2-(2-chlorophenyl)acetamide C(C)(C)(C)S(=O)(=O)C=1C(=CC=2N(C1)C(=CN2)C=2C=C(C=C(C2)S(N)(=O)=O)NC(CC2=C(C=CC=C2)Cl)=O)OC